C/C(=C/CC=1C(=C2C(C=C(OC2=CC1OCOC)C1=CC=CC=C1)=O)O)/CCC=C(C)C (Z)-6-(3,7-dimethylocta-2,6-dien-1-yl)-5-hydroxy-7-(methoxymethoxy)-2-phenyl-4H-chromen-4-one